N=[S@](=O)(C)C1=CC=C(C=C1)COC1=C(C=C(C=C1)CN1CC2=CC=CC=C2C1)S(=O)(=O)C (S)-Imino(4-((4-(isoindolin-2-ylmethyl)-2-(methylsulfonyl)phenoxy)methyl)-phenyl)(methyl)-λ6-sulfanone